[Si](C)(C)(C(C)(C)C)OC(=C)C=1C=C2C=C(N(C2=CC1OCC1=NOC=C1)S(=O)(=O)C1=CC=CC=C1)CNC(=O)C1(CC1)C N-((5-(1-((tert-butyldimethylsilyl)oxy)vinyl)-6-(isoxazol-3-ylmethoxy)-1-(phenylsulfonyl)-1H-indol-2-yl)methyl)-1-methylcyclopropane-1-carboxamide